1-(4-tert-butoxyphenyl)-3-(6-cyano-2-(2,2-dimethyl-2,3-dihydrobenzofuran-7-yloxy)pyridin-3-yl)urea C(C)(C)(C)OC1=CC=C(C=C1)NC(=O)NC=1C(=NC(=CC1)C#N)OC1=CC=CC=2CC(OC21)(C)C